6-(2,6-difluorophenyl)-4-((1-(piperidin-4-yl)-1H-pyrazol-4-yl)amino)pyridazine-3-carboxylic acid methyl ester COC(=O)C=1N=NC(=CC1NC=1C=NN(C1)C1CCNCC1)C1=C(C=CC=C1F)F